hydrogen tartrate ((2r,3r)-2,3,4-trihydroxy-4-oxobutyrate) O[C@@H](C(=O)O)[C@H](C(=O)O)O.C(=O)(O)C(O)C(O)C(=O)O